O1CCC2=C1C=CC(=C2)C2=CC(=C(N=N2)NC2C[C@@H]1[C@@H](CN(C1)CC1CCOCC1)C2)C(F)(F)F (3aR,5s,6aS)-N-(6-(2,3-dihydrobenzofuran-5-yl)-4-(trifluoromethyl)pyridazin-3-yl)-2-((tetrahydro-2H-pyran-4-yl)methyl)octahydro-cyclopenta[c]pyrrol-5-amine